NC1=CC=C(C(=N1)CC)C=1C=CC=C2C=CC(=NC12)C(=O)N1CCC(CC1)C1=CC=CC=C1 (8-(6-amino-2-ethylpyridin-3-yl)quinolin-2-yl)(4-phenylpiperidin-1-yl)methanone